FC1=C2C(=NC=NC2=CC=C1C=C)OC(=O)N1CCC2(CNC2)CC1 (5-fluoro-6-vinylquinazolin-4-yl)-2,7-diazaspiro[3.5]nonane-7-carboxylate